2-(aminomethyl)pyrimidin-4(3H)-one dihydrochloride Cl.Cl.NCC1=NC=CC(N1)=O